tetrabutyl-tetravinylcyclotetrasiloxane C(CCC)[Si]1(O[Si](O[Si](O[Si](O1)(C=C)CCCC)(C=C)CCCC)(C=C)CCCC)C=C